β-Methylamino-L-alanine CNC[C@H](N)C(=O)O